1-(3-(benzyl-(tert-butoxycarbonyl)amino)bicyclo[1.1.1]pentan-1-yl)cyclobutanecarboxylic acid C(C1=CC=CC=C1)N(C12CC(C1)(C2)C2(CCC2)C(=O)O)C(=O)OC(C)(C)C